ClC1=CC=C(CN2N(C3=C(CN(CC3)CC3=CC(=CC(=C3)F)F)C2=O)CCNC=O)C=C1 N-(2-(2-(4-chlorobenzyl)-5-(3,5-difluorobenzyl)-3-oxo-2,3,4,5,6,7-hexahydro-1H-pyrazolo[4,3-c]pyridin-1-yl)ethyl)formamide